C(C(C)C)[Sn](CC(C)C)CC(C)C triisobutyl-tin